N(=[N+]=[N-])CCOCCOCCOCCOCCOC1=CC=C(C2=CC=CC=C12)C1=CC=C(C=C1)[C@H](CC(=O)O)NC(CNC(CCCCNC1=NC=CC(=C1)OC)=O)=O (S)-3-(4-(4-((14-azido-3,6,9,12-tetraoxatetradecyl)oxy)naphthalen-1-yl)phenyl)-3-(2-(5-((4-methoxypyridin-2-yl)amino)pentanamido)acetamido)propanoic acid